tert-butyl 4-[3-[3,5-dimethoxy-4-(2,2,2-trifluoroethylcarbamoyl) phenyl]imidazo[1,2-a]pyridin-7-yl]-3,6-dihydro-2H-pyridine-1-carboxylate COC=1C=C(C=C(C1C(NCC(F)(F)F)=O)OC)C1=CN=C2N1C=CC(=C2)C=2CCN(CC2)C(=O)OC(C)(C)C